6-chloronicotinic acid tert-butyl ester C(C)(C)(C)OC(C1=CN=C(C=C1)Cl)=O